C12N(CC(NC1)CC2)C=2C1=C(N=C(N2)OC[C@]23CCCN3C[C@](C2)([2H])F)C(=C(N=C1)C1=CC(=CC2=CC=C(C(=C12)C#C)F)O)F 4-(4-(2,5-Diazabicyclo[2.2.2]octan-2-yl)-8-fluoro-2-(((2R,7aS)-2-fluorotetrahydro-1H-pyrrolizin-7a(5H)-yl-2-d)methoxy)pyrido[4,3-d]pyrimidin-7-yl)-5-ethynyl-6-fluoronaphthalen-2-ol